1-Bromopyrrolidine-2,5-dione BrN1C(CCC1=O)=O